((2-(((2S)-3,3-dimethyl-1-oxo-1-((2S)-2-(2-(thiazol-2-yl)morpholine-4-carbonyl)pyrrolidin-1-yl)butan-2-yl)carbamoyl)benzo[b]thiophen-5-yl)difluoromethyl)phosphonic acid CC([C@@H](C(N1[C@@H](CCC1)C(=O)N1CC(OCC1)C=1SC=CN1)=O)NC(=O)C1=CC2=C(S1)C=CC(=C2)C(F)(F)P(O)(O)=O)(C)C